O1C(=C(C=C1)C(=O)O)C(=O)O.C1(CCCC(N1)=O)=O glutarimide furandicarboxylate